C(C)OC(=C)OCC 1,1-diethoxyethene